ClC=1C=CC(N(C1)C1(CC1)C)SC 5-chloro-N-(1-methylcyclopropyl)-2-(methylthio)pyridine